CC=1C=C(C=CC1C)C(C)C1=CC(=C(C=C1)C)C 1,1-Bis(3,4-dimethylphenyl)ethane